1,2-bis(2-(3-(tert-butyl)ureido)ethoxy)ethane C(C)(C)(C)NC(NCCOCCOCCNC(=O)NC(C)(C)C)=O